3-(4-nitrophenoxy)-1-(furan-2-yl)-N,N-dimethylpropylamine [N+](=O)([O-])C1=CC=C(OCCC(C=2OC=CC2)N(C)C)C=C1